4-ETHOXY-3-HYDROXYBENZALDEHYDE C(C)OC1=C(C=C(C=O)C=C1)O